C1(=CC=CC=C1)C=1C=CC(=C(C1)NS(=O)(=O)C)OC1=CC=CC=C1 N-(5-phenyl-2-phenoxyphenyl)methanesulfonamide